CONC1=CC=CC=C1 methoxyphenyl-amine